(R)-4-fluoro-1-(4-(3-methylmorpholino)-7-(methylsulfonyl)thieno[3,2-d]pyrimidin-2-yl)-1H-benzo[d]imidazol-2-amine FC1=CC=CC=2N(C(=NC21)N)C=2N=C(C1=C(N2)C(=CS1)S(=O)(=O)C)N1[C@@H](COCC1)C